FC1(CC1)CN1C[C@H](N(CC1)CC1=C2C=CNC2=C(C=C1OC)C)C1=CC=C(C(=O)O)C=C1 |r| (±)-4-(4-((1-fluorocyclopropyl)methyl)-1-((5-methoxy-7-methyl-1H-indol-4-yl)methyl)piperazin-2-yl)benzoic acid